4-fluoro-5-isobutyl-3-(4-((2-(trifluoromethyl)-1H-imidazol-1-yl)methyl)phenyl)thiophene-2-sulfonamide β-D-galactopyranosyl-N-phenyltrifluoroacetimidate [C@@H]1([C@H](O)[C@@H](O)[C@@H](O)[C@H](O1)CO)C1=C(C=CC=C1)N=C(C(F)(F)F)O.FC=1C(=C(SC1CC(C)C)S(=O)(=O)N)C1=CC=C(C=C1)CN1C(=NC=C1)C(F)(F)F